1-phenoxy-2-(chlorophenoxy)ethane O(C1=CC=CC=C1)CCOC1=C(C=CC=C1)Cl